methoxy-5-fluorocytidine CO[C@@]1([C@H](O)[C@H](O)[C@@H](CO)O1)N1C(=O)N=C(N)C(=C1)F